(1R,3S)-3-(3-{[(3,5-difluorophenyl)acetyl]amino}-1H-pyrazol-5-yl)cyclopentyl (2S,3R)-3-hydroxy-2-methylazetidine-1-carboxylate O[C@H]1[C@@H](N(C1)C(=O)O[C@H]1C[C@H](CC1)C1=CC(=NN1)NC(CC1=CC(=CC(=C1)F)F)=O)C